N1=NNC2=NC(=CC=C21)C=2C=C(C(=O)NC1=CC=C(C=C1)COCC1=CC=C(C=C1)C#N)C=CC2 3-(3H-[1,2,3]Triazolo[4,5-b]pyridin-5-yl)-N-(4-(((4-cyanobenzyl)oxy)methyl)phenyl)benzamide